N(=[N+]=[N-])CCC(C)C1CCN(CC1)C(=O)OC(C)(C)C tert-butyl 4-(3-azido-1-methyl-propyl)piperidine-1-carboxylate